Ethyl 4-(naphthalen-2-ylamino)-7-fluoro-1H-indole-2-carboxylate C1=C(C=CC2=CC=CC=C12)NC1=C2C=C(NC2=C(C=C1)F)C(=O)OCC